methyl 4-(4-(3-cyano-4-((2-cyanophenyl)thio)pyrazolo[1,5-a]pyridin-6-yl)-1H-pyrazol-1-yl)piperidine-1-carboxylate C(#N)C=1C=NN2C1C(=CC(=C2)C=2C=NN(C2)C2CCN(CC2)C(=O)OC)SC2=C(C=CC=C2)C#N